2-methyl-4-trimethylstannyl-pyridazin-3-one CN1N=CC=C(C1=O)[Sn](C)(C)C